CN(C(C)C=1C=C(C=C(C1)N1[C@@H](CCC1)C)C=1N=C2C(=NC1)N(C=C2C2=CC(=C(C=C2)C(N(C)C)=O)C)C(=O)OC(C)(C)C)C tert-butyl 2-(3-(1-(dimethylamino) ethyl)-5-((R)-2-methylpyrrolidin-1-yl) phenyl)-7-(4-(dimethylcarbamoyl)-3-methylphenyl)-5H-pyrrolo[2,3-b]pyrazine-5-carboxylate